2,5-dimethylhexan CC(C)CCC(C)C